C(=O)C1=CC=C(OCCCC(=O)O)C=C1 4-(4-formylphenoxy)butanoic Acid